[Na+].NCCCS(=O)(=O)[O-] 3-amino-1-propanesulfonic acid sodium salt